FC1=CC=CC=2N(C(=NC21)C=2C(=NON2)N)CC2=CC(=NC=C2)OC 4-(4-fluoro-1-((2-methoxypyridin-4-yl)methyl)-benzimidazol-2-yl)-1,2,5-oxadiazol-3-amine